COC(C1=CC=CC=C1)=O.N1=CC(=CC=C1)C=CC(=O)N (3-(pyridine-3-yl)acrylamide) methyl-benzoate